C/C(=C/C=C)/CCC=C(C)C (Z)-4,8-dimethyl-1,3,7-nonatriene